C1(CCCC1)N1[C@@H](C(N(C=2C=NC(=NC12)NC1=C(C=C(C(=O)NCCOCCOCCN(C/C=C/C(=O)O)C)C=C1)OC)C)=O)CC (E)-4-[2-[2-[2-[[4-[[(7R)-8-cyclopentyl-7-ethyl-5-methyl-6-oxo-7H-pteridin-2-yl]amino]-3-methoxybenzoyl]amino]ethoxy]ethoxy]ethyl-methyl-amino]but-2-enoic acid